NC1=C2N=CN(C2=NC=N1)C[C@@H](C)OCP(OCCOCCCCCCCCCCCC#CC=1SC=CC1)(O)=O 2-((13-(thiophen-2-yl)tridec-12-yn-1-yl)oxy)ethyl hydrogen ((((R)-1-(6-amino-9H-purin-9-yl)propan-2-yl)oxy)methyl)phosphonate